4-{1-[4-(8-methylquinolin-7-yl)-phenyl]-cyclopropyl-piperidin-1-yl}-(R)-tetrahydrofuran-2-yl-methanone CC=1C(=CC=C2C=CC=NC12)C1=CC=C(C=C1)C1(CC1)C1N(CCCC1)C1C[C@@H](OC1)C=O